CO[C@H]1[C@@H](COC1)N1C(=CC2=C1N=C(N=C2)S(=O)(=O)C)C#N 7-((3r,4s)-4-methoxytetrahydrofuran-3-yl)-2-(methylsulfonyl)-7H-pyrrolo[2,3-d]pyrimidine-6-carbonitrile